(3-fluoroazetidin-1-yl)-3-(4-fluoro-2-methyl-phenoxy)-5-methyl-N-pyridazin-4-yl-pyridazine-4-carboxamide FC1CN(C1)C1=C(C(=C(N=N1)OC1=C(C=C(C=C1)F)C)C(=O)NC1=CN=NC=C1)C